2-{3-[(3S)-3-(propan-2-yl)piperazin-1-yl]-1,2,4-triazin-6-yl}-5-([1,2,4]triazolo[1,5-a]pyrazin-6-yl)phenol dihydrochloride Cl.Cl.CC(C)[C@H]1CN(CCN1)C=1N=NC(=CN1)C1=C(C=C(C=C1)C=1N=CC=2N(C1)N=CN2)O